FC1(CC(C1)NC=1N=CC2=C(N1)NC=C2C2=CC=1N(C=C2)N=CC1)F N-(3,3-difluorocyclobutyl)-5-(pyrazolo[1,5-a]pyridin-5-yl)-7H-pyrrolo[2,3-d]pyrimidin-2-amine